6-[1-(2,2-difluoroethyl)-1H-pyrazolo[3,4-d]pyrimidin-6-yl]-2-[2-(trifluoromethyl)pyrimidin-5-yl]-2,6-diazaspiro[3.4]octane FC(CN1N=CC=2C1=NC(=NC2)N2CC1(CN(C1)C=1C=NC(=NC1)C(F)(F)F)CC2)F